Benzyl (S)-2-((methyl((S)-5,6,7,8-tetrahydroquinolin-8-yl)amino)methyl)-4-(pyridineylmethyl)piperazine-1-carboxylate CN([C@H]1CCCC=2C=CC=NC12)C[C@H]1N(CCN(C1)CC1=NC=CC=C1)C(=O)OCC1=CC=CC=C1